N1=C(C=CC=C1)C(=O)N1C2CCC(C1C2)C(=O)OC methyl 6-(pyridine-2-carbonyl)-6-azabicyclo[3.1.1]heptane-2-carboxylate